tert-butyl 3-((2-ethyl-4-((3-iodoimidazo[1,2-a]pyrazin-8-yl)amino)benzamido)methyl)-pyrrolidine-1-carboxylate C(C)C1=C(C(=O)NCC2CN(CC2)C(=O)OC(C)(C)C)C=CC(=C1)NC=1C=2N(C=CN1)C(=CN2)I